N,N-dimethyl-3-propylamine CN(C)CCC